1,3-bis(2',6'-dimethylphenyl)-imidazolineimine lithium salt [Li].CC1=C(C(=CC=C1)C)N1CN(C(C1)=N)C1=C(C=CC=C1C)C